2,6-dioxaspiro[3.4]octane-7-carboxamide C1OCC12COC(C2)C(=O)N